1-[(6-{3-azabicyclo[3.1.0]hex-3-yl}-2-(hydroxymethyl)pyridin-3-yl)methyl]-1H-imidazole-4-carboxylic acid ethyl ester C(C)OC(=O)C=1N=CN(C1)CC=1C(=NC(=CC1)N1CC2CC2C1)CO